C1(CCC(N1OC(CCCCCNC(CCN1C(C=CC1=O)=O)=O)=O)=O)=O 6-(β-maleimido-propionamido)hexanoic acid succinimidyl ester